N-[(3-hydroxyphenyl)methyl]-N'-[4-(4-pyridyl)-2-thiazolyl]-urea OC=1C=C(C=CC1)CNC(=O)NC=1SC=C(N1)C1=CC=NC=C1